N1(N=NN=C1)C[C@H](C)OC=1C=C(C=CC1Cl)C=1C=NC(=NC1)NC=1C(=NN(C1)C1CC2(CN(C2)C2CCOCC2)C1)C(C)C (S)-5-(3-((1-(1H-tetrazol-1-yl)propan-2-yl)oxy)-4-chlorophenyl)-N-(3-isopropyl-1-(2-(tetrahydro-2H-pyran-4-yl)-2-azaspiro[3.3]hept-6-yl)-1H-pyrazol-4-yl)pyrimidin-2-amine